3-methoxy-N-(2-methoxyethyl)propan-1-amine COCCCNCCOC